OC1([C@@H](O)[C@@H](O)[C@H](O)[C@@H](O1)CO)O alpha-L-gulonic acid